2-butoxy-7-(3-ethyl-4-(piperazin-1-yl)benzyl)imidazo[2,1-f][1,2,4]triazin-4-amine C(CCC)OC1=NN2C(C(=N1)N)=NC=C2CC2=CC(=C(C=C2)N2CCNCC2)CC